3-[(1S)-2,2-difluorocyclopropyl]-1-[[2-(methoxymethyl)-6-(trifluoromethyl)imidazo[2,1-B][1,3,4]thiadiazol-5-yl]methyl]-2H-pyrrol-5-one FC1([C@@H](C1)C=1CN(C(C1)=O)CC1=C(N=C2SC(=NN21)COC)C(F)(F)F)F